N-(4-((2-(1,1-difluoroethyl)-6-methylpyrimidin-4-yl)amino)-5-(2,2-dimethyl-2,3-dihydro-[1,4]dioxino[2,3-b]pyridin-6-yl)pyridin-2-yl)acetamide FC(C)(F)C1=NC(=CC(=N1)NC1=CC(=NC=C1C1=CC=C2C(=N1)OCC(O2)(C)C)NC(C)=O)C